4-amino-7-fluoro-8-(3-methoxypyridin-2-yl)-N-propylisoquinoline-3-carboxamide NC1=C(N=CC2=C(C(=CC=C12)F)C1=NC=CC=C1OC)C(=O)NCCC